tert-Butyl 4-(3-bromo-4-formylphenyl)piperazine-1-carboxylate BrC=1C=C(C=CC1C=O)N1CCN(CC1)C(=O)OC(C)(C)C